COC1=C(C(=CC=C1)N1N=CC=C1)S(=O)(=O)Cl 2-Methoxy-6-(1H-pyrazol-1-yl)benzenesulfonyl chloride